ClC1=C(C=CC=C1)CC(=O)NC1=CC(=C2C=CC(=NC2=C1)C#CC)S(N)(=O)=O 2-(2-chlorophenyl)-N-(2-(prop-1-yn-1-yl)-5-sulfamoylquinolin-7-yl)acetamide